methyl (3S,6S,10aS)-6-((tert-butoxycarbonyl)amino)-6-methyl-5-oxodecahydropyrrolo[1,2-a]azocine-3-carboxylate C(C)(C)(C)OC(=O)N[C@]1(CCCC[C@@H]2N(C1=O)[C@@H](CC2)C(=O)OC)C